COC[C@@H]1[C@H](C1)CO |o1:3,4| [rel-(1S,2S)-2-(methoxymethyl)cyclopropyl]methanol